(S)-2-((2-chloro-5-((difluoromethoxy)methyl)pyrimidin-4-yl)oxy)-1-fluoro-10-methyl-5,6,8,9,10,11-hexahydro-7H-pyrido[3',4':4,5]pyrrolo[2,3-f]isoquinolin-7-one ClC1=NC=C(C(=N1)OC=1N=CC=2CCC3=C(C2C1F)NC1=C3C(NC[C@@H]1C)=O)COC(F)F